IC12CC(C1)(C2)CCO 2-(3-iodobicyclo[1.1.1]pent-1-yl)ethan-1-ol